3-[3-[4-(2H-1,3-benzoxazin-3(4H)-yl)phenoxy]phenyl]-3,4-dihydro-2H-1,3-Benzoxazine O1CN(CC2=C1C=CC=C2)C2=CC=C(OC=1C=C(C=CC1)N1COC3=C(C1)C=CC=C3)C=C2